tert-Butyl (s)-2-((2-fluoro-5-(methoxycarbonyl)-4-methylphenoxy)methyl)azetidine-1-carboxylate FC1=C(OC[C@H]2N(CC2)C(=O)OC(C)(C)C)C=C(C(=C1)C)C(=O)OC